C1(CC1)C1=C(C(=CC(=C1)N1C(C2=CC=C(C=C2CC1)F)([2H])[2H])C)NC(CC(C)(C)C)=O N-(2-cyclopropyl-4-(6-fluoro-3,4-dihydroisoquinolin-2(1H)-yl-1,1-d2)-6-methylphenyl)-3,3-dimethylbutyramide